2-(methanesulfonyl)-1H-imidazole CS(=O)(=O)C=1NC=CN1